1-fluoro-2-nitro-4-vinylbenzene FC1=C(C=C(C=C1)C=C)[N+](=O)[O-]